3-[(dimethylamino)methyl]aniline CN(C)CC=1C=C(N)C=CC1